3-(isopentyloxyethylphosphinyl)-2-methyl-propionic acid isoamyl ester C(CC(C)C)OC(C(CP(=O)CCOCCC(C)C)C)=O